BrC1=C2C(=C3C(NC(=NC3=C1)OC[C@H]1N(CCC1)C)=O)OCC2 (S)-4-bromo-7-((1-methylpyrrolidin-2-yl)methoxy)-3,8-dihydrofuro[2,3-f]quinazolin-9(2H)-one